(2S,4R)-1-(((9H-fluoren-9-yl)methoxy)carbonyl)-4-(ethylamino)pyrrolidine-2-carboxylic acid C1=CC=CC=2C3=CC=CC=C3C(C12)COC(=O)N1[C@@H](C[C@H](C1)NCC)C(=O)O